1-[(2R,3S,4R,5R)-3-chloro-5-(chloromethyl)-4-[(4-methoxyphenyl)diphenylmethoxy]-5-{[(4-methoxyphenyl)diphenyl-methoxy]methyl}oxolan-2-yl]-5-fluoro-3H-pyrimidine-2,4-dione Cl[C@@H]1[C@@H](O[C@@]([C@H]1OC(C1=CC=CC=C1)(C1=CC=CC=C1)C1=CC=C(C=C1)OC)(COC(C1=CC=CC=C1)(C1=CC=CC=C1)C1=CC=C(C=C1)OC)CCl)N1C(NC(C(=C1)F)=O)=O